6-(5-nitro-2-(4-(4,4,5,5-tetramethyl-1,3,2-dioxaborolan-2-yl)-1H-pyrazole-1-yl)phenyl)-6-azaspiro[2.5]octane [N+](=O)([O-])C=1C=CC(=C(C1)N1CCC2(CC2)CC1)N1N=CC(=C1)B1OC(C(O1)(C)C)(C)C